OCCCN1C(=NC2=C1C=CC=C2C2=CC=C(C=C2)C=2CCCCC2)CC2=CC=C(C(=O)O)C=C2 4-((1-(3-hydroxypropyl)-4-(2',3',4',5'-tetrahydro-[1,1'-biphenyl]-4-yl)-1H-benzo[d]imidazol-2-yl)methyl)benzoic acid